N,2-dimethyl-5-nitrobenzenesulfonamide CNS(=O)(=O)C1=C(C=CC(=C1)[N+](=O)[O-])C